3-pentanesulfonate CCC(CC)S(=O)(=O)[O-]